C(#N)C1=C2C=C(C(NC2=CC=C1F)=O)C(C(=O)OCC)(F)F Ethyl 2-(5-cyano-6-fluoro-2-oxo-1H-quinolin-3-yl)-2,2-difluoroacetate